C(C)(C)(C)OC(=O)N1[C@H]([C@H](C(C1)(F)F)N)CC1=C(C(=CC=C1)Cl)F (2S,3R)-3-amino-2-[(3-chloro-2-fluorophenyl)methyl]-4,4-difluoropyrrolidine-1-carboxylic acid tert-butyl ester